C(C)N(CCCNC(=S)N[C@H]1[C@H]([C@@]2([C@@](OC3=C2C(=CC(=C3)OC)OC)([C@@H]1C1=CC=CC=C1)C1=CC=C(C=C1)OC)O)O)CC |r| rac-1-(3-(diethylamino)propyl)-3-((1R,2R,3R,3aR,8bS)-1,8b-dihydroxy-6,8-dimethoxy-3a-(4-methoxyphenyl)-3-phenyl-2,3,3a,8b-tetrahydro-1H-cyclopenta[b]benzofuran-2-yl)thiourea